ClC1=NN2C(C(=N1)NC1CCCC1)=CC=C2CO (2-chloro-4-(cyclopentylamino)pyrrolo[2,1-f][1,2,4]triazin-7-yl)methanol